FC=1C=CC=2N(C1)C=C(N2)CC(=O)NC2=NNC(=C2)C(C)C 2-(6-fluoroimidazo[1,2-a]pyridin-2-yl)-N-(5-isopropyl-1H-pyrazol-3-yl)acetamide